6-[2-cyano-3-[[ethyl(methyl)sulfamoyl]amino]-6-fluoro-phenoxy]-4-oxo-3-[(3R)-8-oxo-1-oxaspiro[4.5]decan-3-yl]quinazoline C(#N)C1=C(OC=2C=C3C(N(C=NC3=CC2)[C@H]2COC3(C2)CCC(CC3)=O)=O)C(=CC=C1NS(N(C)CC)(=O)=O)F